N-(3,4-difluorobenzyl)-2-({[2-(1H-pyrrolo[2,3-b]pyridin-3-yl)-1,3-thiazol-5-yl]methyl}amino)pyridine-3-carboxamide FC=1C=C(CNC(=O)C=2C(=NC=CC2)NCC2=CN=C(S2)C2=CNC3=NC=CC=C32)C=CC1F